3-(5-(((1R,2S)-2-((1-acetylpiperidin-4-yl)amino)cyclohexyl)methyl)-1-oxoisoindolin-2-yl)piperidine-2,6-dione C(C)(=O)N1CCC(CC1)N[C@@H]1[C@H](CCCC1)CC=1C=C2CN(C(C2=CC1)=O)C1C(NC(CC1)=O)=O